(S)-1-(1-(3-chlorophenyl)-2-hydroxyethyl)-4-(3-(2-methylpyridin-4-yl)-1H-pyrazolo[3,4-c]pyridin-5-yl)pyridin-2(1H)-one ClC=1C=C(C=CC1)[C@@H](CO)N1C(C=C(C=C1)C=1C=C2C(=CN1)NN=C2C2=CC(=NC=C2)C)=O